O=C1N(CC2=CC=C(C=C12)NC(C=C)=O)[C@@H]1C[C@@H](CCC1)NC1=NC=C(C=N1)C=C N-(3-oxo-2-((1S,3R)-3-((5-vinylpyrimidin-2-yl)amino)cyclohexyl)isoindolin-5-yl)acrylamide